S1C(SCCC1)C(\C(=C\C1=C(C=CC=C1)OC)\C1=CC=CC=C1)=O (E)-1-(1,3-Dithian-2-yl)-3-(2-methoxyphenyl)-2-phenylprop-2-en-1-one